N-methyl-N-(2-(thiophene-2-carbonyl)phenyl)nitrosamide CN(N=O)C1=C(C=CC=C1)C(=O)C=1SC=CC1